FC1(CC2C(CN(C2)C2=C(C=C3C(C=CN4C3=C2OCC4C)=O)F)C1)F 10-(5,5-difluorohexahydrocyclopenta[c]pyrrol-2(1H)-yl)-9-fluoro-3-methyl-2H-[1,4]oxazino[2,3,4-ij]quinolin-7(3H)-one